propan-2-aldehyde CC(C)=O